C(CCC)(C1=CC(=C(C(=C1)C(C)(C)C)O)C(C)(C)C)C1=CC(=C(C(=C1)C(C)(C)C)O)C(C)(C)C 4,4'-butylidenebis(2,6-di-tert-butylphenol)